N1(CCC1)C1CCN(CC1)C1=C(C=C(C(=C1)OC)NC1=NC=NC(=C1)N1OCC[C@@H]1C1=CC(=CC(=C1)C(F)(F)F)F)NC(C=C)=O (R)-N-(2-(4-(azetidin-1-yl)piperidin-1-yl)-5-((6-(3-(3-fluoro-5-(trifluoromethyl)phenyl)isooxazolidin-2-yl)pyrimidin-4-yl)amino)-4-methoxyphenyl)acrylamide